(S)-2-hydroxy-3-(imidazol-4-yl)propionic acid O[C@H](C(=O)O)CC=1N=CNC1